CNC(C(SSC(C(=O)NC)C1=CC=CC=C1)C1=CC=CC=C1)=O 2,2'-dithiobis(N-methylphenylacetamide)